N1=CC=C(C=C1)C=1SC=C(N1)C(=O)N 2-(pyridin-4-yl)thiazole-4-carboxamide